NC=1C2=C(N=CN1)N(C(=C2C2=CC=C(C=C2)OC2=CC(=CC=C2)F)C#CC2CN(C2)[C@H]2[C@H](CN(CC2)C(C=C)=O)O)C 1-((3S,4R)-4-(3-((4-amino-5-(4-(3-fluorophenoxy)phenyl)-7-methyl-7H-pyrrolo[2,3-d]pyrimidin-6-yl)ethynyl)azetidin-1-yl)-3-hydroxypiperidin-1-yl)prop-2-en-1-one